ClC=1C=CC(=C(C1)C1C(C1)C(=O)NC1=NC=NC(=C1)NCC=1N=C2N(C=C(C=C2C(C)(C)O)C2CC2)C1)C#N 2-(5-chloro-2-cyanophenyl)-N-(6-(((6-cyclopropyl-8-(2-hydroxypropan-2-yl)imidazo[1,2-a]pyridin-2-yl)methyl)amino)pyrimidin-4-yl)cyclopropane-1-carboxamide